Pentaphenyl-1,3,5-benzenetriamine C1(=CC=CC=C1)N(C1=C(C(=C(C(=C1C1=CC=CC=C1)N)C1=CC=CC=C1)N)C1=CC=CC=C1)C1=CC=CC=C1